N-(3-hydroxy-4-(1H-tetrazol-5-yl)phenyl)-4-(5-(4-methylbenzyl)-2,4-dioxothiazolidin-3-yl)butanamide OC=1C=C(C=CC1C1=NN=NN1)NC(CCCN1C(SC(C1=O)CC1=CC=C(C=C1)C)=O)=O